cyclobutyne C1#CCC1